CN1N=CC=2C1=NC(=CC2N2CC1=C(CC2)N(N=C1C)CC12CCC(CC1)(CC2)N2C[C@H](OCC2)C)C (R)-4-(4-((5-(1,6-dimethyl-1H-pyrazolo[3,4-b]pyridin-4-yl)-3-methyl-4,5,6,7-tetrahydro-1H-pyrazolo[4,3-c]pyridin-1-yl)methyl)bicyclo[2.2.2]oct-1-yl)-2-methylmorpholine